O[C@H]1CN(CC1)CC=1C=NC2=C(N=CC=C2C1)NC=1C(=C(C=CC1)C1=C(C(=CC=C1)C1=NN2C(C(CCC2)N2CCCC2)=C1)C)C (3R)-1-(2-(3'-((3-(((R)-3-hydroxypyrrolidin-1-yl)methyl)-1,7-naphthyridin-8-yl)amino)-2,2'-dimethyl-[1,1'-biphenyl]-3-yl)-4,5,6,7-tetrahydropyrazolo[1,5-a]pyridin-4-yl)pyrrolidine